C[S+](CC[C@H](N)C(=O)O)C S-Methyl-L-methionin